C(C)(C)(C)C1CN(CC=2C(N=C3N(C21)CCC3=CC3=CC(=C(C=C3)O)OC)=O)C(=O)OC3=CC=C(C[C@H](N(C(=O)OC(C)(C)C)C)C(=O)O)C=C3 methyl-N-Boc-tyrosine tert-butyl-7-(4-hydroxy-3-methoxybenzylidene)-5-oxo-1,4,5,7,8,9-hexahydropyrido[3,4-e]pyrrolo[1,2-a]pyrimidine-3(2H)-carboxylate